ClC1=C(OC=2C=CC(=C(C(=O)OC)C2)[N+](=O)[O-])C=CC(=C1)Cl methyl 5-(2,4-dichlorophenoxy)-2-nitrobenzoate